CCCCC[C@@H](/C=C/[C@H]1[C@@H](C[C@@H]([C@@H]1CCCCCCCO)O)O)O The molecule is a member of the class of prostaglandins Falpha that is prostaglandin F1alpha in which the carboxy group has been reduced to the corresponding primary alcohol. It is a tetrol, a prostaglandins Falpha, a secondary allylic alcohol and a primary alcohol. It derives from a prostaglandin F1alpha.